OC1C[C@@H]2N(C3=C(OC2)N=CC(=C3)NC3=NC=C(C=C3)C3=CC=C(C=C3)N3C(CCC3)=O)C1=O (6aS)-8-hydroxy-2-((5-(4-(2-oxopyrrolidin-1-yl)phenyl)pyridin-2-yl)amino)-6,6a,7,8-tetrahydro-9H-pyrido[2,3-b]pyrrolo[1,2-d][1,4]oxazin-9-one